OC=1C(=NC=CC1OC)C(=O)N[C@H](C(=O)OC(C(C)N1C=CC2=C(C=CC(=C12)F)Br)C)C [rac-2-(4-bromo-7-fluoro-indol-1-yl)-1-methyl-propyl] (2S)-2-[(3-hydroxy-4-methoxy-pyridine-2-carbonyl)amino]propanoate